BrC=1C=NN2C1N=C(N=C2NCC2=NC1=C(N2CC(C(=O)O)=C)C=CC(=C1F)F)N1CCNCC1 2-[[2-[[(8-bromo-2-piperazin-1-yl-pyrazolo[1,5-a][1,3,5]triazin-4-yl)amino]methyl]-4,5-difluoro-benzimidazol-1-yl]methyl]prop-2-enoic acid